2-chloro-3-Fluoro-6-methylpyridin-4-amine ClC1=NC(=CC(=C1F)N)C